C(CCCCCCCCCCC)N.P(OCCCCCC(C)C)(OCCCCCC(C)C)O diisooctyl phosphite dodecylamine salt